[Co+]=O cobalt (III) oxide